1-[2-(Benzoyloxy)ethyl]-5'-O-[bis(4-methoxyphenyl)(phenyl)methyl]-2'-O-{(2-cyanoethoxy)[di(propan-2-yl)amino]phosphanyl}-3'-deoxy-3'-fluoroinosine C(C1=CC=CC=C1)(=O)OCCN1C(C=2N=CN([C@H]3[C@H](OP(N(C(C)C)C(C)C)OCCC#N)[C@@H]([C@@H](COC(C4=CC=CC=C4)(C4=CC=C(C=C4)OC)C4=CC=C(C=C4)OC)O3)F)C2N=C1)=O